(2S,7aS)-2-((tert-butyldiphenylsilyl)oxy)tetrahydro-1H-pyrrolizine [Si](C1=CC=CC=C1)(C1=CC=CC=C1)(C(C)(C)C)O[C@H]1CC2=CCCN2C1